9,9-bis[4-(N,N-bis-bi-phenyl-4-yl-amino)phenyl]-9H-fluorene C1(=CC=C(C=C1)N(C1=CC=C(C=C1)C1=CC=CC=C1)C1=CC=C(C=C1)C1(C2=CC=CC=C2C=2C=CC=CC12)C1=CC=C(C=C1)N(C1=CC=C(C=C1)C1=CC=CC=C1)C1=CC=C(C=C1)C1=CC=CC=C1)C1=CC=CC=C1